di-isopropoxy-1,1'-biphenyl C(C)(C)OC1=CC=C(C=C1)C1=CC=C(C=C1)OC(C)C